tert-butyl-[(3S)-3-[[2-chloro-5-[3-ethoxy-1-(1-methyl-4-piperidyl)pyrazol-4-yl]-4-pyridyl]oxy]butoxy]-dimethyl-silane C(C)(C)(C)[Si](C)(C)OCC[C@H](C)OC1=CC(=NC=C1C=1C(=NN(C1)C1CCN(CC1)C)OCC)Cl